(2R,3R,4R,5R)-2,5-bis(hydroxymethyl)tetrahydro-2H-pyran-3,4-diol OC[C@H]1OC[C@H]([C@H]([C@H]1O)O)CO